benzyl (2S)-2-(cyanomethyl)-4-[2-[[(2S)-1-methylpyrrolidin-2-yl] methoxy]-5,6,7,8-tetrahydropyrido[3,4-d]pyrimidin-4-yl]piperazine-1-carboxylate C(#N)C[C@@H]1N(CCN(C1)C=1C2=C(N=C(N1)OC[C@H]1N(CCC1)C)CNCC2)C(=O)OCC2=CC=CC=C2